C(C)C=1OC(=C(C1C(C)(C)O)C(C)(C)O)CC 2,5-diethyl-3,4-bis(α-hydroxyisopropyl)furan